2-chloro-4-(cyclopropylmethyl)-7,8-dihydro-5H-pyrano[3,4-b]pyrazin-3-one ClC1=NC2=C(N(C1=O)CC1CC1)COCC2